O=C1OCCN1C1=NC2=C(OCC(N2)=O)N=C1 (5R)-2-oxo-3-(3-oxo-4H-pyrazino[2,3-b][1,4]oxazin-6-yl)-1,3-oxazolidin